FC1(CN(CC1)C1=NC=CC(=C1NC(C1=CC=C(C=C1)C1(OCC1)C(F)(F)F)=O)I)F N-(2-(3,3-difluoropyrrolidin-1-yl)-4-iodopyridin-3-yl)-4-(2-(trifluoromethyl)oxetan-2-yl)-benzamide